N(=[N+]=[N-])CC(C)(O)C=1N=C(C=2N(C1)C=CN2)C2=CC=C(C=C2)C(F)(F)F 1-azido-2-(8-(4-(trifluoromethyl)phenyl)imidazo[1,2-a]pyrazin-6-yl)propan-2-ol